1-cyclopentyl-5-[3-(4-methoxynaphthalen-1-yl)-1,2,4-oxadiazol-5-yl]-1H-1,2,3-benzotriazole C1(CCCC1)N1N=NC2=C1C=CC(=C2)C2=NC(=NO2)C2=CC=C(C1=CC=CC=C21)OC